C1(CC1)[C@@H]1COCCN1C[C@@H]1N(C[C@H](NC1)C)CC(=O)N1C2=C(OC[C@@H]1C)N=C(C(=C2)CC2=CC=C(C=C2)F)CO 2-((2R,5R)-2-(((R)-3-cyclopropylmorpholino)methyl)-5-methylpiperazin-1-yl)-1-((S)-7-(4-fluorobenzyl)-6-(hydroxymethyl)-2-methyl-2,3-dihydro-1H-pyrido[2,3-b][1,4]oxazin-1-yl)ethan-1-one